5,6-dichloro-1H-benzo[d]imidazole-2-amine ClC1=CC2=C(NC(=N2)N)C=C1Cl